O=C1N(CCC(N1)=O)C1=C2C(=CN=C1)N(C=C2)C2CCN(CC2)CC2(CCN(CC2)C(=O)OC(C)(C)C)F Tert-butyl 4-((4-(4-(2,4-dioxotetrahydropyrimidin-1(2H)-yl)-1H-pyrrolo[2,3-c]pyridin-1-yl)piperidin-1-yl)methyl)-4-fluoropiperidine-1-carboxylate